C(=O)(OCC1C2=CC=CC=C2C2=CC=CC=C12)NCCC=O 3-(FMOC-amino)-1-propanal